NCC(=O)N(C(C)C)C(C)C 2-amino-N,N-bis(propan-2-yl)acetamide